1-azido-3,6,9,12,15,18,21,24,27,30-decaoxatritriacontan-33-oic acid N(=[N+]=[N-])CCOCCOCCOCCOCCOCCOCCOCCOCCOCCOCCC(=O)O